C(C1=CC=CC=C1)OC1=C(NC2=C(C(=O)O)C=CC=C2)C=CC=C1Cl 2-(2-benzyloxy-3-chloroanilino)benzoic acid